ON=C(N)C=1C=NC(=CC1)C N'-hydroxy-6-methyl-pyridine-3-carboxamidine